2-Dimethylamino-4-methyl-6-morpholin-4-yl-N-(4,4,4-trifluoro-butyl)-pyridine-3-carboxylic acid amide CN(C1=NC(=CC(=C1C(=O)NCCCC(F)(F)F)C)N1CCOCC1)C